CN[C@@H](C)C(=O)O L-N-methyl-alanine